4-(5-(6-Fluoro-1H-indol-2-yl)pyrazin-2-yl)morpholine FC1=CC=C2C=C(NC2=C1)C=1N=CC(=NC1)N1CCOCC1